C(C)(C)(C)OC(NC1(CCN(CC1)C1=NC=C(C(=N1)C#N)Br)C)=O (1-(5-bromo-4-cyanopyrimidin-2-yl)-4-methylpiperidin-4-yl)carbamic acid tert-butyl ester